The molecule is a cationic sphingoid that is the conjugate acid of C16 phytosphingosine, obtained by protonation of the primary amino function; major species at pH 7.3. It is a conjugate acid of a C16 phytosphingosine. CCCCCCCCCCCC[C@H]([C@H]([C@H](CO)[NH3+])O)O